S(=O)(=O)(C1=CC=C(C)C=C1)OCCC[C@H]1N(CCC1)C(=O)OC(C)(C)C Tert-butyl (S)-2-(3-(tosyloxy)propyl)pyrrolidine-1-carboxylate